C1(CC1)C[C@H]1[C@@H](N[C@@H](CCC1)C1=CN=C2C(=N1)N(C(=C2)C2(CC2)C(F)(F)F)C)CO [(2R,3S,7S)-3-(Cyclopropylmethyl)-7-[5-methyl-6-[1-(trifluoromethyl)cyclopropyl]pyrrolo[2,3-b]pyrazin-3-yl]azepan-2-yl]methanol